(6-bromo-3-fluoro-2-hydroxybenzyl)carbamic acid tert-butyl ester C(C)(C)(C)OC(NCC1=C(C(=CC=C1Br)F)O)=O